N-[2-Ethyl-6-(1-methanesulfonyl-1,2,3,6-tetrahydro-pyridin-4-yl)-imidazo[1,2-a]pyridin-3-yl]-N-methyl-formamide C(C)C=1N=C2N(C=C(C=C2)C=2CCN(CC2)S(=O)(=O)C)C1N(C=O)C